3-amino-1-(1-((2-methyl-5-(3-methyl-1,2,4-thiadiazol-5-yl)phenyl)glycyl)indolin-4-yl)pyrrolidine-2,5-dione NC1C(N(C(C1)=O)C1=C2CCN(C2=CC=C1)C(CNC1=C(C=CC(=C1)C1=NC(=NS1)C)C)=O)=O